3-(4-chloro-1H-indol-6-yl)-1-{[3-(trifluoromethyl)pyridin-2-yl]methyl}urea ClC1=C2C=CNC2=CC(=C1)NC(NCC1=NC=CC=C1C(F)(F)F)=O